NC1=C(C(NC2=C(C=CC=C12)C=1C=NC=C(C1)F)=O)C(=O)NCCC 4-amino-8-(5-fluoro-3-pyridinyl)-2-oxo-N-propyl-1H-quinoline-3-carboxamide